COC1=C(C(=NC=C1C)CS(=O)C1=NC2=C(N1)C=CC(=C2)OC(\C(=C/C)\C)=O)C (Z)-2-methylbut-2-enoic acid 2-(((4-methoxy-3,5-dimethylpyridin-2-yl) methyl) sulfinyl)-1H-benzo[d]imidazol-5-yl ester